N-((2,3-Dihydrobenzofuran-3-yl)methyl)-N-(2,2-dimethoxyethyl)-1,1,1-trifluoromethanesulfonamide O1CC(C2=C1C=CC=C2)CN(S(=O)(=O)C(F)(F)F)CC(OC)OC